CC=1C=C2C=C(NC2=CC1C(=O)O)C1=CC=CC=C1 5-methyl-2-phenyl-1H-indole-6-carboxylic acid